ClC=1C=C(N2C=C(C=C(C12)Cl)S(=O)(=O)NC1(CC1)C#N)C=1SC(=NN1)C(F)F 1,8-dichloro-N-(1-cyanocyclopropyl)-3-(5-(difluoromethyl)-1,3,4-thiadiazol-2-yl)indolizine-6-sulfonamide